N-((8-bromo-1,2,3,5,6,7-hexahydro-s-indacen-4-yl)carbamoyl)-4-(2-hydroxypropan-2-yl)furan-2-sulfonamide BrC=1C=2CCCC2C(=C2CCCC12)NC(=O)NS(=O)(=O)C=1OC=C(C1)C(C)(C)O